O=C1N(CC2=CC=CC=C12)C1=CC=C(C=C1)C(C(=O)O)CC 2-[4-(1-oxo-2-isoindolinyl)-phenyl]butyric acid